3-[4-[[4-[(5-chloro-3-methoxy-2-pyridyl)oxymethyl]triazol-1-yl]methyl]phenyl]-5-(trifluoromethyl)-1,2,4-oxadiazole ClC=1C=C(C(=NC1)OCC=1N=NN(C1)CC1=CC=C(C=C1)C1=NOC(=N1)C(F)(F)F)OC